tert-butyl (3-(5-phenyl-7H-pyrrolo[2,3-d]pyrimidin-4-yl)cyclohex-2-en-1-yl)carbamate C1(=CC=CC=C1)C1=CNC=2N=CN=C(C21)C2=CC(CCC2)NC(OC(C)(C)C)=O